COC(COC1=CC(=C(C=C1)[N+](=O)[O-])F)=O 3-Fluoro-4-nitrophenoxyacetic acid methyl ester